(S)-tert-butyl 6-(3-(2-(dimethylamino)ethyl)phenyl)-3-methyl-3,4-dihydropyridine-1(2H)-carboxylate CN(CCC=1C=C(C=CC1)C1=CC[C@@H](CN1C(=O)OC(C)(C)C)C)C